Benzyl (2-((4-hydroxy-3-(3-iodophenyl)-3-methylpentyl)oxy)-2-methylpropyl)(methyl)carbamate OC(C(CCOC(CN(C(OCC1=CC=CC=C1)=O)C)(C)C)(C)C1=CC(=CC=C1)I)C